(methanylylidene)bis(azanylylidene)dibenzoate C(N=C1C(C(=O)[O-])C=CC=C1)=NC1=C(C(=O)[O-])C=CC=C1